CC1=CC=C(C=C1)C[C@@H](C(C)=O)C (S)-(+)-4-(4-methylphenyl)-3-methyl-2-butanone